trimethylolpropane tris[3-(2-methylaziridin-1-yl) propionate] CC1N(C1)CCC(=O)O.CC1N(C1)CCC(=O)O.CC1N(C1)CCC(=O)O.C(O)C(CC)(CO)CO